O1C2=C(OCC1)C=C(C=C2)C=CC(=O)O 3-(2,3-dihydrobenzo[b][1,4]dioxin-6-yl)acrylic acid